1,10-decanediol dipalmitate C(CCCCCCCCCCCCCCC)(=O)OCCCCCCCCCCOC(CCCCCCCCCCCCCCC)=O